3-(6-[(5-Methoxy-1-oxidopyridin-1-ium-2-yl)methoxy]-[1,3]oxazolo[5,4-b]pyridin-2-yl)pyridin-1-ium-1-olate COC=1C=CC(=[N+](C1)[O-])COC=1C=C2C(=NC1)OC(=N2)C=2C=[N+](C=CC2)[O-]